allyl-2-isopentyloxy acetate C(C)(=O)OOC(CCC=C)C(C)C